n-hexylaspartamide C(CCCCC)N[C@@H](CC(=O)N)C(=O)N